1-(4-(2-chloro-4-(trifluoromethyl)benzyl)piperazine-1-carbonyl)-1H-pyrazole-3-carboxylic acid ClC1=C(CN2CCN(CC2)C(=O)N2N=C(C=C2)C(=O)O)C=CC(=C1)C(F)(F)F